(E)-6-(hydrazinomethylene)naphthalene-2-ol N(N)\C=C\1/CC=2C=CC(=CC2C=C1)O